(3-Fluorooxetan-3-yl)methyl(8-amino-7-fluoro-6-(8-methyl-2,3-dihydro-1H-pyrido[2,3-b][1,4]oxazin-7-yl)isoquinolin-3-yl)carbamate FC1(COC1)OC(N(C=1N=CC2=C(C(=C(C=C2C1)C1=C(C2=C(OCCN2)N=C1)C)F)N)C)=O